3-(tert-butoxy)-N-(4-(2-((1-(2-hydroxyethyl)-1H-pyrazol-4-yl)amino)pyrimidine-4-Yl)-2-(trifluoromethyl)benzyl)azetidine-1-carboxamide C(C)(C)(C)OC1CN(C1)C(=O)NCC1=C(C=C(C=C1)C1=NC(=NC=C1)NC=1C=NN(C1)CCO)C(F)(F)F